N(C1=CC=CC=C1)C=1C=CC=2NC3=CC=C(C=C3C2C1)NC1=CC=CC=C1 3,6-dianilinocarbazole